N(=C=O)CC(C)C(CCCC)CCCN=C=O 2-isocyanatomethyl-3-(3-isocyanatopropyl)heptane